3-oxo-propanoate O=CCC(=O)[O-]